3-methoxy-N-(5-(trans-3-(4-(trifluoromethyl)phenyl)cyclobutoxy)-1H-indol-3-yl)cyclobutane-1-carboxamide COC1CC(C1)C(=O)NC1=CNC2=CC=C(C=C12)O[C@@H]1C[C@H](C1)C1=CC=C(C=C1)C(F)(F)F